5-methyl-allylindole CC=1C=C2C=C(NC2=CC1)CC=C